2-[4-(dihydroxyphosphoryl)-2-oxa-butyl]acrylic acid OP(=O)(O)CCOCC(C(=O)O)=C